5-Methyl-1-(5-methyl-2-pyridinyl)imidazole-4-carbaldehyde CC1=C(N=CN1C1=NC=C(C=C1)C)C=O